(DL)-2,2-dimethyl-3-methylenebicyclo[2.2.1]heptyl-benzamide CC1(C2(CCC(C1=C)C2)C2=C(C(=O)N)C=CC=C2)C